4-ethynyl-6-fluorobenzo[d]thiazol C(#C)C1=CC(=CC2=C1N=CS2)F